3-oxo-isoindoline-5-carboxylic acid O=C1NCC2=CC=C(C=C12)C(=O)O